5-(4-carboxyphenyl)-10,15,20-triphenylporphyrin platinum [Pt].C(=O)(O)C1=CC=C(C=C1)C=1C2=CC=C(N2)C(=C2C=CC(C(=C3C=CC(=C(C=4C=CC1N4)C4=CC=CC=C4)N3)C3=CC=CC=C3)=N2)C2=CC=CC=C2